2-chloro-N-[(1r,3s)-3-(4-cyano-3-methoxy-phenoxy)-2,2,4,4-tetramethyl-cyclobutyl]pyrimidine-5-carboxamide ClC1=NC=C(C=N1)C(=O)NC1C(C(C1(C)C)OC1=CC(=C(C=C1)C#N)OC)(C)C